CN1N=CC=2C1=NC=C(C2)NC=2C=CC=C1CN(C(C21)=O)CC(=O)OCC ethyl 2-[7-[(1-methylpyrazolo[3,4-b]pyridin-5-yl)amino]-1-oxo-isoindolin-2-yl]acetate